(S)-3-(1-hydroxypropan-2-yl)-8-(1-methyl-1H-pyrazol-4-yl)-6-(6-(trifluoromethyl)pyridin-3-yl)pyrido[3,4-d]pyrimidin-4(3H)-one OC[C@H](C)N1C=NC2=C(C1=O)C=C(N=C2C=2C=NN(C2)C)C=2C=NC(=CC2)C(F)(F)F